2-hydroxycyclopent-2-en-1-one OC=1C(CCC1)=O